ClC1=C(C=C2C=C(N=CC2=C1)NC(=O)C1CC12CCOCC2)N2CCN(CC2)C2COCC2O Rac-N-(7-chloro-6-(4-(4-hydroxytetrahydrofuran-3-yl)piperazin-1-yl)isoquinolin-3-yl)-6-oxaspiro[2.5]octane-1-carboxamide